2-Phenyl-1,2-propandiol C1(=CC=CC=C1)C(CO)(C)O